3-ethoxy-5-(4,4,5,5-tetramethyl-1,3,2-dioxaborolan-2-yl)pyridine C(C)OC=1C=NC=C(C1)B1OC(C(O1)(C)C)(C)C